7-amino-6-(3-hydroxy-2,6-dimethylphenyl)-5-oxo-3-(pyrimidin-2-yl)-5,6-dihydro-1,6-naphthyridine-8-carboxamide NC=1N(C(C=2C=C(C=NC2C1C(=O)N)C1=NC=CC=N1)=O)C1=C(C(=CC=C1C)O)C